COC1=C(OCOCC[Si](C)(C)C)C(=CC(=C1)\C=C\C1=CC(=CC(=C1)OCC=C(C)C)OC)C (E)-(2-((2-methoxy-4-(3-methoxy-5-((3-methylbut-2-en-1-yl)oxy)styryl)-6-methylphenoxy)methoxy)ethyl)trimethylsilane